C(C)(C)(C)OC(=O)NC(C(=O)O)CCN(CCCCC1=NC=2NCCCC2C=C1)C1CC(C1)(F)F 2-(tert-butoxycarbonylamino)-4-[(3,3-difluorocyclobutyl)-[4-(5,6,7,8-tetrahydro-1,8-naphthyridin-2-yl)butyl]amino]butanoic acid